ClC1=CC(=CC(=N1)C1=CC(=C(OCCCC(=O)O)C(=C1)F)F)OC1CCC1 4-[4-[6-chloro-4-(cyclobutoxy)-2-pyridyl]-2,6-difluoro-phenoxy]butanoic acid